1-ethyl 2-methyl 4-amino-3-methylphthalate NC=1C(=C(C(C(=O)OCC)=CC1)C(=O)OC)C